methyl 3-(oxetan-2-ylmethyl)-1-tetrahydropyran-2-yl-indazole-5-carboxylate O1C(CC1)CC1=NN(C2=CC=C(C=C12)C(=O)OC)C1OCCCC1